O=C1NC(CCC1N1C(C2=CC=CC(=C2C1=O)NCCOCCOCCOCCOCCN1N=C(C(=C1)[N+](=O)[O-])C(=O)N)=O)=O 1-[2-[2-[2-[2-[2-[[2-(2,6-Dioxo-3-piperidyl)-1,3-dioxo-isoindolin-4-yl]amino]ethoxy]ethoxy]ethoxy]ethoxy]ethyl]-4-nitro-pyrazole-3-carboxamide